N1=C(N)N=C(N)N=C1N Cyanuramid